(R)-1-(4-(6-Hydroxy-2,2-dimethyl-1,2,3,4-tetrahydronaphthalen-1-yl)phenyl)piperidine-4-carbaldehyde OC=1C=C2CCC([C@@H](C2=CC1)C1=CC=C(C=C1)N1CCC(CC1)C=O)(C)C